ethyl-6-chloro-4-((3-fluoro-6-methoxy-1H-pyrrolo[2,3-b]pyridin-5-yl)oxy)nicotinic acid C(C)C1=C(C(=O)O)C(=CC(=N1)Cl)OC=1C=C2C(=NC1OC)NC=C2F